COC1=C(C=C(C=C1)NC(CCS(=O)(=O)C1=CC=CC=C1)=O)N1C=NC(=C1)C N-[4-methoxy-3-(4-methyl-1H-imidazol-1-yl)phenyl]-3-(phenylsulfonyl)propanamide